(S)-1-[3-(dimethylamino)propyl]-1-(4-fluorophenyl)-1,3-dihydroisobenzofuran-5-carbonitrile CN(CCC[C@]1(OCC2=CC(=CC=C12)C#N)C1=CC=C(C=C1)F)C